aziridinium chloride salt [Cl-].[NH2+]1CC1